bismorphine hydrochloride Cl.C1=CC(O)=C2C=3[C@@]45[C@@H](O2)[C@@H](O)C=C[C@H]4[C@@H](CC13)N(C)CC5.C5=CC(O)=C1C=3[C@@]42[C@@H](O1)[C@@H](O)C=C[C@H]4[C@@H](CC53)N(C)CC2